benzyl (2S,3S,5R)-5-amino-3-((tert-butyldimethylsilyl)oxy)-2-methylpiperidine-1-carboxylate N[C@@H]1C[C@@H]([C@@H](N(C1)C(=O)OCC1=CC=CC=C1)C)O[Si](C)(C)C(C)(C)C